O1N=CC2=C1C=CC(=C2)NC(C2=C(C=C(C(=C2)C(C)C)OCC2=CC=CC=C2)OCC2=CC=CC=C2)=O N-(benzo[d]isoxazol-5-yl)-2,4-bis(benzyloxy)-5-isopropylbenzamide